ClC1=C(C=C(C=C1)C(CC(=O)OCC)C1=C(C2=C(N(N=N2)CCCCO)C=C1)C)[C@@H](C)N1S(OC2=C(C1)C=C(C=C2)O)(=O)=O ethyl 3-{4-chloro-3-[(1R)-1-(6-hydroxy-2,2-dioxo-2H-1,2λ6,3-benzoxathiazin-3(4H)-yl)ethyl]phenyl}-3-[1-(4-hydroxybutyl)-4-methyl-1H-benzotriazol-5-yl]propanoate